[F-].[Li+].[Mg+2].[F-].[F-] magnesium-lithium fluoride